C(C)(C)(C)OC(=O)N1CC(CCC1)NC=1C=NN(C1)C1CC1 3-[(1-cyclopropyl-1H-pyrazol-4-yl)amino]piperidine-1-carboxylic acid tert-butyl ester